FC1CC(C1)C(=O)O (1S,3S)-3-fluorocyclobutanecarboxylic acid